2-(2-morpholino-6-oxo-5-((3-phenylpropyl)amino)pyrimidin-1(6H)-yl)-N-((1-(phenylsulfonyl)-1H-pyrrolo[3,2-c]pyridine-2-yl)methyl)acetamide O1CCN(CC1)C=1N(C(C(=CN1)NCCCC1=CC=CC=C1)=O)CC(=O)NCC1=CC=2C=NC=CC2N1S(=O)(=O)C1=CC=CC=C1